(R)-2-(3-(dimethylamino)pyrrolidin-1-yl)-4-ethoxy-N-(7-fluoro-2-methyl-2H-indazol-5-yl)pyrimidine-5-carboxamide formate salt C(=O)O.CN([C@H]1CN(CC1)C1=NC=C(C(=N1)OCC)C(=O)NC1=CC2=CN(N=C2C(=C1)F)C)C